C(#N)C1=NN(C(=C1)C)C1=C(C=CC(=N1)N1C=NC2=C1C=CC(=C2)NC(=O)C2CC2)C(F)F N-[1-[6-(3-cyano-5-methyl-pyrazol-1-yl)-5-(difluoromethyl)-2-pyridyl]benzimidazol-5-yl]cyclopropanecarboxamide